O[C@@H]1[C@H](CCC1)OCC1=NC=C(C=N1)C1=C(C2=C(N=C(S2)NC(=O)C2CC(C2)N2[C@H](CN(CC2)C(=O)OC(C)(C)C)C)C=C1)OC Tert-butyl (S)-4-((1S,3R)-3-((6-(2-((((1S,2S)-2-hydroxycyclopentyl) oxy) methyl) pyrimidin-5-yl)-7-methoxybenzo[d]thiazol-2-yl) carbamoyl) cyclobutyl)-3-methylpiperazine-1-carboxylate